ClC=1C(=NC(=NC1)N1C[C@H](C[C@H](C1)C)C)NC=1C=C2C=C(C(N(C2=CC1)C)=O)OCC(=O)NC 2-((6-((5-chloro-2-((3S,5R)-3,5-dimethylpiperidin-1-yl)pyrimidin-4-yl)amino)-1-methyl-2-oxo-1,2-dihydroquinolin-3-yl)oxy)-N-methylacetamide